1-[5-isobutyl-2-(2H-tetrazol-5-yl)phenyl]-4-[(2-methylpyrazol-3-yl)methyl]-piperazine C(C(C)C)C=1C=CC(=C(C1)N1CCN(CC1)CC=1N(N=CC1)C)C=1N=NNN1